N-(2-Hydroxyethyl)-1-(5-hydroxypentyl)-1H-1,2,4-triazole-3-carboxamide OCCNC(=O)C1=NN(C=N1)CCCCCO